ClC1=C(C=CC2=C1C(=NCC=1N2C=NN1)C1=C(C=CC=C1F)F)Cl 7,8-dichloro-6-(2,6-difluorophenyl)-4H-[1,2,4]Triazolo[4,3-a][1,4]Benzodiazepine